3-((4-(4-(2-(1-aminopiperidin-4-yl)ethyl)piperazin-1-yl)-2-fluoro-3-methoxyphenyl)amino)piperidine-2,6-dione NN1CCC(CC1)CCN1CCN(CC1)C1=C(C(=C(C=C1)NC1C(NC(CC1)=O)=O)F)OC